F[P-](F)(F)(F)(F)F.N1C(=CC=C1)NC(NC=1NC=CC1)=O dipyrrolyl-urea hexafluorophosphate